C(C)(C)(C)OC(=O)N1C(N([C@@H]2[C@H]1COC2)C=2SC1=C(N2)C2=C(C=C1)OCC2)=O |r| rac-(3aR,6aS)-3-(7,8-dihydrofuro[3,2-e][1,3]benzothiazol-2-yl)-2-oxohexahydro-1H-furo[3,4-d]imidazole-1-carboxylic acid tert-butyl ester